N1COC2(C3=C1N=CC=C3)CCN(CC2)C(=O)N 1',2'-Dihydrospiro[piperidine-4,4'-pyrido[2,3-d][1,3]oxazine]-1-carboxamide